tert-butyl 4-(7-hydroxyquinoxalin-2-yl)oxypiperidine-1-carboxylate OC1=CC=C2N=CC(=NC2=C1)OC1CCN(CC1)C(=O)OC(C)(C)C